β-N-Acetylglucosamine CC(=O)N[C@@H]1[C@H]([C@@H]([C@H](O[C@H]1O)CO)O)O